COC(COC1=CC=C(C=C1)C(=O)C1=C(C=NC2=CC(=CC=C12)O)C1=C(C=C(C=C1)C(F)(F)F)F)OC [4-(2,2-Dimethoxyethoxy)phenyl]-[3-[2-fluoro-4-(trifluoromethyl)phenyl]-7-hydroxy-4-quinolyl]methanone